8-((cis-4-hydroxycyclohexyl)oxy)-N-(3-((methylsulfonyl)methyl)phenyl)-7-vinylquinazolin-2-amine O[C@H]1CC[C@H](CC1)OC=1C(=CC=C2C=NC(=NC12)NC1=CC(=CC=C1)CS(=O)(=O)C)C=C